Phenyl-2,4,6-tri-O-acetyl-3-isothiocyanato-1,3-dideoxy-1-[(R)-sulfinyl]-β-D-glucopyranose C1(=CC=CC=C1)[C@@]1(C(O[C@@H]([C@H]([C@@H]1N=C=S)OC(C)=O)COC(C)=O)=S=O)OC(C)=O